ClC1=CC=C2C(=NC(N(C2=C1)C1=CC(=CC=C1)F)=O)N(C)CCCO 7-chloro-1-(3-fluorophenyl)-4-((3-hydroxypropyl)(methyl)amino)quinazolin-2(1H)-one